tert-butyl (S)-4-(((benzyloxy)carbonyl)amino)-5,5-dicyclopropyl-3-oxopentanoate C(C1=CC=CC=C1)OC(=O)N[C@H](C(CC(=O)OC(C)(C)C)=O)C(C1CC1)C1CC1